N-sulfonyl-aniline S(=O)(=O)=NC1=CC=CC=C1